Cl.FC=1C=C(C=CC1)[C@H](CNC(CC1CCC(CC1)N(S(=O)(=O)C)C)(C)C)O N-((1R,4r)-4-(2-(((R)-2-(3-Fluorophenyl)-2-hydroxyethyl)amino)-2-methylpropyl)cyclohexyl)-N-methylmethanesulfonamide hydrochloride